CP(=O)(C)C1=C2C(=NC=C1)N(N=C2C2CN(C2)C(C(=C)F)=O)C2=CC=C(C=C2)OC(F)(F)F 1-(3-[4-(dimethylphosphoryl)-1-[4-(trifluoromethoxy)phenyl]pyrazolo[3,4-b]pyridin-3-yl]azetidin-1-yl)-2-fluoroprop-2-en-1-one